(3R,4R)-4-(4-bromo-1H-pyrazol-1-yl)tetrahydrofuran-3-ol BrC=1C=NN(C1)[C@H]1[C@H](COC1)O